C1(CC1)OC=1C(=C2C(=NC=NC2=CC1)N)OC1C(CN(CC1)C)(F)F 6-cyclopropoxy-5-((3,3-difluoro-1-methylpiperidin-4-yl)oxy)quinazolin-4-amine